ClC=1C=CC2=C(N(C(N=C2N2[C@H](CNCC2)C)=O)C2=C(C=CC=C2CC)CC)N1 (S)-7-chloro-1-(2,6-diethylphenyl)-4-(2-methylpiperazin-1-yl)pyrido[2,3-d]pyrimidin-2(1H)-one